C(C=C)(=O)NCCCCOC=1C=C(C=CC1)NC=1C(=NC(=C(N1)NC1CCOCC1)CC)C(=O)N 3-((3-(4-acrylamidobutoxy)phenyl)amino)-6-ethyl-5-((tetrahydro-2H-pyran-4-yl)amino)pyrazine-2-carboxamide